C(C=C)(=O)OCCCCCCOC1=CC=C(OC(=O)C2CCC(CC2)C(=O)O)C=C1 4-[4-(6-prop-2-enoyloxyhexyloxy)phenoxy]carbonylcyclohexanecarboxylic acid